5-amino-2-(dimethylamino)benzamide NC=1C=CC(=C(C(=O)N)C1)N(C)C